3-(2-furoyl)quinoline-2-carbaldehyde O1C(=CC=C1)C(=O)C=1C(=NC2=CC=CC=C2C1)C=O